(3S)-1-(6-fluoropyridine-3-carbonyl)-N-methylpyrrolidine-3-amine FC1=CC=C(C=N1)C(=O)N1C[C@H](CC1)NC